1-(2-chloroacetyl)-N-(5-methylthiophen-2-yl)azetidine-3-carboxamide ClCC(=O)N1CC(C1)C(=O)NC=1SC(=CC1)C